OC=1C=2N(C3=CC=C(C=C3N1)C(=O)N1CCCCC1)C=CN2 (4-hydroxyimidazo[1,2-a]quinoxaline-7-yl)(piperidin-1-yl)methanone